NC=1SC2=C(N1)C=C(C=C2)C2=NOC(=N2)C=2C=C1C(CC(OC1=CC2)(CC)CC)=O 6-(3-(2-aminobenzo[d]thiazol-5-yl)-1,2,4-oxadiazol-5-yl)-2,2-diethylchroman-4-one